CNC(C=C(C)NC)=O N-methyl-3-(methylamino)-2-butenoic acid amide